N-((1R,2S)-2-Aminocyclopentyl)-5-(2-methyl-4-((tetrahydro-2H-pyran-4-yl)oxy)phenyl)-4-oxo-4,5-dihydro-3H-1-thia-3,5,8-triazaacenaphthylene-2-carboxamide N[C@@H]1[C@@H](CCC1)NC(=O)C=1SC=2N=CC=C3N(C(NC1C23)=O)C2=C(C=C(C=C2)OC2CCOCC2)C